tert-butyl N-[(3S)-1-[3-(3-fluoro-2-pyridyl)-1-(2-trimethylsilylethoxymethyl) pyrrolo[2,3-b]pyridin-4-yl]-3-piperidyl]-N-methyl-carbamate FC=1C(=NC=CC1)C1=CN(C2=NC=CC(=C21)N2C[C@H](CCC2)N(C(OC(C)(C)C)=O)C)COCC[Si](C)(C)C